[Pt](O)O.N(CCO)(CCO)CCO triethanolamine platinum hydroxide